C(#N)C=1N=C2N(C(=NC=C2C2=CC(=NN2C)C(=O)O)NCC2=C(C=CC3=C2CCO3)F)C1 5-(2-cyano-5-(((5-fluoro-2,3-dihydrobenzofuran-4-yl)methyl)amino)imidazo[1,2-c]pyrimidin-8-yl)-1-methyl-1H-pyrazole-3-carboxylic acid